OCCCCN(CCCCCC(=O)N(CC(CCCC)CC)CC(CCCC)CC)CCCCCC(=O)N(CC(CCCC)CC)CC(CCCC)CC 6,6'-((4-Hydroxybutyl)Azanediyl)Bis(N,N-Bis(2-Ethylhexyl)Hexanamide)